(2-(1-((2R,5S)-2,5-dimethylpiperazin-1-yl)ethyl)-5-fluorophenyl)oxetan-3-ol C[C@H]1N(C[C@@H](NC1)C)C(C)C1=C(C=C(C=C1)F)C1OCC1O